ethyl 3-(4-fluorophenyl)-1-((2-methylthiazol-4-yl) methyl)-2,4-dioxo-1,2,3,4-tetrahydropyrimidine-5-carboxylate FC1=CC=C(C=C1)N1C(N(C=C(C1=O)C(=O)OCC)CC=1N=C(SC1)C)=O